C(C)OC(=O)C1=NOC(=N1)C1(CC1)C 5-(1-methylcyclopropyl)-1,2,4-oxadiazole-3-carboxylic acid ethyl ester